C(C1=CC=CC=C1)C1=C(C=CC=C1Br)C(F)(F)F 2-benzyl-3-bromobenzotrifluoride